tert-Butyl 3-(7-bromo-4-methylbenzo[d]oxazol-2-yl)-3,6-diazabicyclo[3.1.1]heptane-6-carboxylate BrC1=CC=C(C=2N=C(OC21)N2CC1N(C(C2)C1)C(=O)OC(C)(C)C)C